5-(1-methyl-1H-pyrazol-4-carboxamido)-2-oxohexandiamid CN1N=CC(=C1)C(=O)NC(CCC(C(=O)N)=O)C(=O)N